C(#N)C1=CC=C(N2C=C(C=C12)C(F)(F)F)C=1C=NC=CC1SC1CCC1 1-((3-(8-Cyano-2-(trifluoromethyl)indolizin-5-yl)pyridin-4-yl)thio)cyclobutan